tris(3-(trifluoromethyl)phenyl) borate B(OC1=CC(=CC=C1)C(F)(F)F)(OC1=CC(=CC=C1)C(F)(F)F)OC1=CC(=CC=C1)C(F)(F)F